FC1(CNCCC1)F (R)-3,3-difluoropiperidin